4-(tert-butyl)-N-(4-((2,3-dihydro-1H-indene-5-yl)amino)-2-(naphthalen-1-yl)quinazolin-6-yl)benzamide C(C)(C)(C)C1=CC=C(C(=O)NC=2C=C3C(=NC(=NC3=CC2)C2=CC=CC3=CC=CC=C23)NC=2C=C3CCCC3=CC2)C=C1